CCC=1C(=O)N(C(C1)=O)C1=C(C=CC=C1)N1C(C(C)=CC1=O)=O N,N'-methylphenylenebiscitraconimide